tert-butyl ((4S,7S,E)-8-((S)-2-(((S)-6-amino-1-(isopropylamino)-1-oxohexan-2-yl)carbamoyl)pyrrolidin-1-yl)-7-benzyl-2-methyl-8-oxooct-5-en-4-yl)carbamate NCCCC[C@@H](C(=O)NC(C)C)NC(=O)[C@H]1N(CCC1)C([C@H](/C=C/[C@H](CC(C)C)NC(OC(C)(C)C)=O)CC1=CC=CC=C1)=O